C[C@@H]1O[C@H](CN(C1)CC(=O)NC=1C=C(C(=NC1)C)C=1N2C(SC1C=1C(=NC=CC1)OC)=C(C=N2)C(=O)N)C (5-(2-(trans-2,6-dimethylmorpholino)acetamido)-2-methylpyridin-3-yl)-2-(2-methoxypyridin-3-yl)pyrazolo[5,1-b]thiazole-7-carboxamide